C(\C=C(/C)\CCC=C(C)C)Br trans-geranyl-bromine